hydroxy-1-pentyl-3-methylimidazole OC1N(C=CN1C)CCCCC